[N+](=O)([O-])C=1C=C(C=CC1)NC(CCCC)=O N-(3-nitrophenyl)pentaneamide